(3S)-3-(5-{[(3S,4S)-4-(methoxymethyl)-1-({7-[4-(2,2,2-trifluoroethyl)piperazin-1-yl]isoquinolin-3-yl}methyl)pyrrolidin-3-yl]oxy}-1-oxo-2,3-dihydro-1H-isoindol-2-yl)piperidine-2,6-dione COC[C@H]1[C@@H](CN(C1)CC=1N=CC2=CC(=CC=C2C1)N1CCN(CC1)CC(F)(F)F)OC=1C=C2CN(C(C2=CC1)=O)[C@@H]1C(NC(CC1)=O)=O